2-[(1S,2S,5S)-6,6-dimethylbicyclo[3.1.1]hept-2-yl]-N-(7-oxo-4-phenylthieno[2,3-d]pyridazin-6(7H)-yl)acetamide CC1([C@H]2CC[C@H]([C@@H]1C2)CC(=O)NN2N=C(C1=C(C2=O)SC=C1)C1=CC=CC=C1)C